methylphenyl N-butylcarbamate C(CCC)NC(OC1=C(C=CC=C1)C)=O